FC(O[C@@H]1CN(CC1)C(C(=O)C1=CNC2=CC=C(C=C12)OC)=O)F (S)-1-(3-(difluoromethoxy)pyrrolidin-1-yl)-2-(5-methoxy-1H-indol-3-yl)ethane-1,2-dione